C(C)(C)(C)OC(=O)N[C@H](C(=O)N1[C@@H](C[C@H](C1)OC1=NC2=CC(=CC=C2N=C1CC)OC)C(=O)OC)CCCCCC=C Methyl (2S,4R)-1-((S)-2-((tert-butoxycarbonyl)amino)non-8-enoyl)-4-((3-ethyl-7-methoxyquinoxalin-2-yl)oxy)pyrrolidine-2-carboxylate